OC(CNC(OC(C)(C)C)=O)C#C tert-butyl (2-hydroxybut-3-yn-1-yl)carbamate